C(CC1=CC=CC=C1)N.[Pd] palladium phenethylamine